N-((3-chloro-5-methylpyrazin-2-yl)methyl)-3-oxocyclobutanecarboxamide ClC=1C(=NC=C(N1)C)CNC(=O)C1CC(C1)=O